[(Z)-[amino(cyclopropyl)methylene] amino] 4-[(1S)-1-[(7-fluoro-2-methyl-quinazolin-4-yl)amino]ethyl]benzoate FC1=CC=C2C(=NC(=NC2=C1)C)N[C@@H](C)C1=CC=C(C(=O)O\N=C(\C2CC2)/N)C=C1